1-methyl-2-(2-nitrophenyl)benzene Methyl-2-(4-(allyloxy)-4-methylpiperidin-1-yl)-4-chlorobenzoate COC(C1=C(C=C(C=C1)Cl)N1CCC(CC1)(C)OCC=C)=O.CC1=C(C=CC=C1)C1=C(C=CC=C1)[N+](=O)[O-]